ClC=1C=C(C=C(C1)NS(=O)(=O)C)NC(=O)C=1SC=C(C1)C1=NC=CC=C1C N-(3-chloro-5-methanesulfonamidophenyl)-4-(3-methylpyridin-2-yl)thiophene-2-carboxamide